FC=1C(=NC=C(C1)F)CNC(=O)C1=CN=C(S1)N1CCC(CC1)N1CC2=CC=CC(=C2CC1)F N-[(3,5-difluoropyridin-2-yl)methyl]-2-[4-(5-fluoro-3,4-dihydroisoquinolin-2(1H)-yl)piperidin-1-yl]-1,3-thiazole-5-carboxamide